N-hydroxyformamide C(=O)NO